F[B-](F)(F)F.ClC1N(C2=C(N1C(C)C)C=CC=C2)C(C)C 2-Chloro-1,3-diisopropyl-benzimidazole tetrafluoroborate